C(C)(=O)C1=NN(C2=CC=C(C=C12)C=1C=NC(=NC1)C)CC(=O)N1[C@@H](COCC1)C(=O)NC1=NC(=CC=C1)Br (S)-4-(2-(3-acetyl-5-(2-methylpyrimidin-5-yl)-1H-indazol-1-yl)acetyl)-N-(6-bromopyridin-2-yl)morpholine-3-carboxamide